NC1=NC=NC=2N(C3=C(C=C(C=C3C21)C2=CC(=CC=C2)OC)C)CC(=O)N2[C@@H]1C[C@@]1(C[C@H]2C(=O)NC2=NC(=CC=C2)Br)C (1R,3S,5R)-2-(2-(4-amino-6-(3-methoxyphenyl)-8-methyl-9H-pyrimido[4,5-b]indol-9-yl)acetyl)-N-(6-bromopyridin-2-yl)-5-methyl-2-azabicyclo[3.1.0]hexane-3-carboxamide